pentaerythritol tetrakis(3-n-dodecylthiopropionate) C(CCCCCCCCCCC)CCC(=S)OCC(COC(CCCCCCCCCCCCCC)=S)(COC(CCCCCCCCCCCCCC)=S)COC(CCCCCCCCCCCCCC)=S